(R)-3-((3-(5,8-Dimethyl-1,7-naphthyridin-2-yl)phenyl)ethynyl)-3-hydroxy-1-methylpyrrolidin-2-one CC1=C2C=CC(=NC2=C(N=C1)C)C=1C=C(C=CC1)C#C[C@]1(C(N(CC1)C)=O)O